1-hydroxylcyclopropylmethyl-4,5α-epoxy-3,14β-dihydroxy-6α-((1R,2R)-N-methyl-2-(3-thienyl)-cyclopropanecarboxamido)morphinan OC1(CC1)CC1=CC(=C2C=3[C@@]45[C@H]([C@H](CC[C@]4([C@@H](CC13)NCC5)O)N(C(=O)[C@H]5[C@@H](C5)C5=CSC=C5)C)O2)O